(E)-3-(2-fluorophenyl)-N'-((E)-3-(2-fluorophenyl)acryloyl)acrylohydrazide FC1=C(C=CC=C1)/C=C/C(=O)NNC(\C=C\C1=C(C=CC=C1)F)=O